3-(3-((1-benzylpiperidin-4-yl)amino)propyl)isobenzofuran-1(3H)-one hydrochloride Cl.C(C1=CC=CC=C1)N1CCC(CC1)NCCCC1OC(C2=CC=CC=C12)=O